C(C)(C)(C)OC(NC=1C=2C(=C3N(C2C(=C(C1)Cl)Cl)CCN(C3=O)CC)Br)=O.C3(CCCCC3)NC(CNC3=CC=C(C=C3)OC)=O N-cyclohexyl-2-((4-methoxyphenyl)amino)acetamide tert-Butyl-N-(10-bromo-6,7-dichloro-2-ethyl-1-oxo-3,4-dihydropyrazino[1,2-a]indol-9-yl)carbamate